CC1=C(C2=C(CCC(O2)(C)CCCC(C)CCCC(C)CCCC(C)C)C(=C1O)C)C (+/-)-alpha-tocopherol